FC1=C(C(=O)O)C=C(C(=C1F)O)F 2,3,5-trifluoro-4-hydroxy-benzoic acid